4-(benzo[d]thiazol-2-yl)-1-(2-methoxyethyl)pyridin-1-ium bromide [Br-].S1C(=NC2=C1C=CC=C2)C2=CC=[N+](C=C2)CCOC